N-[5-(4-cyano-5-fluoro-2-methylphenyl)-[1,2,4]triazolo[1,5-a]pyridin-7-yl]acetamide C(#N)C1=CC(=C(C=C1F)C1=CC(=CC=2N1N=CN2)NC(C)=O)C